C(C(=O)O)(=O)O.N1CCC12CCCCC2.N2CCC21CCCCC1 azaspiro[3.5]nonane hemioxalate